C[C@H]1CC[C@]2(C[C@@H]3C[C@H](O2)C/C=C(/[C@H]([C@H](/C=C/C=C/4\\CO[C@H]5[C@@]4([C@@H](C=C([C@H]5O)C)C(=O)O3)O)C)O[C@H]6C[C@@H]([C@H]([C@@H](O6)C)O[C@H]7C[C@@H]([C@H]([C@@H](O7)C)O)OC)OC)\\C)O[C@@H]1C(C)C The molecule is a macrocyclic lactone that is avermectin B1b in which the double bond present in the spirocyclic ring system has been reduced to a single bond. It is the minor component of ivermectin. It is a macrocyclic lactone and a spiroketal. It derives from an avermectin B1b.